C(#N)C=1C=NC2=C(C=CN=C2C1)C 3-cyano-8-methyl-1,5-naphthyridine